dibutylbismuth diacetate C(C)(=O)[O-].C(C)(=O)[O-].C(CCC)[Bi+2]CCCC